C(C=C)(=O)N1C[C@@H](CCC1)N1N=C(C=2C1=NC=NC2N)C(=O)NC=2OC1=C(N2)C=C(C=C1)F (R)-1-(1-acryloylpiperidin-3-yl)-4-amino-N-(5-fluorobenzo[d]oxazol-2-yl)-1H-pyrazolo[3,4-d]pyrimidine-3-carboxamide